C(C)OCC=1C=C2C(=C(N(C2=C(C1)N)C)C1=CC=CC=C1)COC 5-(ethoxymethyl)-3-(methoxymethyl)-1-methyl-2-phenyl-1H-indol-7-amine